4-(2-methyltetrazol-5-yl)pyridine CN1N=C(N=N1)C1=CC=NC=C1